C1(=CC=CC=C1)N(C=1C=CC2=C(C=3C4=CC(=CC=C4C4=C(C3C=3C=C(C=CC23)N(C2=CC=CC=C2)C2=CC=CC=C2)C=C(C=C4)N(C4=CC=CC=C4)C4=CC=CC=C4)N(C4=CC=CC=C4)C4=CC=CC=C4)C1)C1=CC=CC=C1 N,N,N',N',N'',N'',N''',N'''-Octaphenyldibenzo[g,p]chrysene-2,7,10,15-tetraamine